FC(C(=O)O)(F)F.C(C)[C@@H]1N(CCNC1)CC1CC1 (S)-2-Ethyl-1-(cyclopropylmethyl)piperazine trifluoroacetate salt